C1OC(N2[C@H]1[C@H]1CC[C@@H](C2)N1)=O (6S,9R,9aS)-Hexahydro-1H,3H-6,9-epiminooxazolo[3,4-a]azepin-3-one